COC(=O)C1=NC(=C(N=C1)NCCN1CCCC1)C(=C)C1=CC=C(C=C1)F 6-(1-(4-fluorophenyl)vinyl)-5-((2-(pyrrolidin-1-yl)ethyl)amino)pyrazine-2-carboxylic acid methyl ester